S1C=NC2=C1C=CC(=C2)C(C)N2CCN(CC2)C2=NC=C(C=N2)[S@@](=O)(C)=N (S)-(2-(4-(1-(benzo[d]thiazol-5-yl)ethyl)piperazin-1-yl)pyrimidin-5-yl)(imino)(methyl)-λ6-sulfanone